((2-fluoro-6-(methoxymethoxy)-(4,4,5,5-tetramethyl-1,3,2-dioxaborolane-2-yl)naphth-1-yl)ethynyl)triisopropylsilane FC1=C(C2=CC=C(C=C2C=C1B1OC(C(O1)(C)C)(C)C)OCOC)C#C[Si](C(C)C)(C(C)C)C(C)C